(2S,6S)-N-{1-cyano-2-[5-(3-methyl-2-oxo-1,3-benzoxazol-5-yl)thieno[3,2-b]thiophen-2-yl]ethyl}-6-methoxy-1,4-oxazocane-2-carboxamide C(#N)C(CC1=CC2=C(S1)C=C(S2)C=2C=CC1=C(N(C(O1)=O)C)C2)NC(=O)[C@H]2OCC[C@@H](CNC2)OC